N1N=CN=C1 1,2,4-triazol